CC1OC2=CC=CC=C2C(C1)NC(=O)C=1C(NC(=CC1)C(F)(F)F)=O N-(2-methylchroman-4-yl)-2-oxo-6-(trifluoromethyl)-1,2-dihydropyridine-3-carboxamide